(R)-6-amino-2-(3,5-dichloro-4-((7-methyl-1-oxo-2,5,6,7-tetrahydro-1H-cyclopenta[d]pyridazin-4-yl)oxy)phenyl)-1,2,4-triazine-3,5(2H,4H)-dione NC=1C(NC(N(N1)C1=CC(=C(C(=C1)Cl)OC=1C2=C(C(NN1)=O)[C@@H](CC2)C)Cl)=O)=O